C1=CC=C(C=C1)[C@H]([C@H](C2=CC=CC=C2)O)N (1S,2R)-(+)-2-amino-1,2-diphenylethanol